2-(6-(((1R,2R,3S,5S)-2-fluoro-1,8-dimethyl-8-azabicyclo[3.2.1]octan-3-yl)oxy)pyridazin-3-yl)-5-(1H-imidazol-1-yl)phenol F[C@@H]1[C@]2(CC[C@@H](C[C@@H]1OC1=CC=C(N=N1)C1=C(C=C(C=C1)N1C=NC=C1)O)N2C)C